C1(=CC=CC=C1)C1(CCC(CC1)C#N)C1=CC=CC=C1 diphenylcyclohexanecarbonitrile